3-chloro-9-(3,4-difluorophenyl)-2-methyl-7-((2S,4S)-2-(1-methyl-1H-pyrazol-4-yl)tetrahydro-2H-pyran-4-yl)-4H-pyrazino[1,2-a]pyrimidin-4-one ClC1=C(N=C2N(C1=O)C=C(N=C2C2=CC(=C(C=C2)F)F)[C@@H]2C[C@H](OCC2)C=2C=NN(C2)C)C